3-(benzyloxy)cyclobutan-1-ol C(C1=CC=CC=C1)OC1CC(C1)O